C(=C)(C)C=1OC(C(N1)(CCCCCCCCCCCC)C)=O 2-isopropenyl-4-methyl-4-dodecyl-1,3-oxazolin-5-one